6-chloro-7-(4-((3R,6S)-6-cyclopropylmorpholin-3-yl)phenyl)-3-((4-hydroxy-1-(1-methylcyclopropane-1-carbonyl)piperidin-4-yl)methyl)-3,7-dihydro-4H-pyrrolo[2,3-d]pyrimidin-4-one ClC1=CC2=C(N=CN(C2=O)CC2(CCN(CC2)C(=O)C2(CC2)C)O)N1C1=CC=C(C=C1)[C@H]1NC[C@@H](OC1)C1CC1